(2-(6-methoxypyridin-2-yl)pyrimidin-5-yl)methanamine COC1=CC=CC(=N1)C1=NC=C(C=N1)CN